Bis(4-Nitro phenyl) Carbonate C(OC1=CC=C(C=C1)[N+](=O)[O-])(OC1=CC=C(C=C1)[N+](=O)[O-])=O